SC=1N=CC(=NC1)C1CCC2(C(C3=CC=CC=C3C2)=O)CC1 4-(5-mercaptopyrazin-2-yl)spiro[cyclohexane-1,2'-indene]-1'(3'H)-one